(1-methyl-1H-1,3-benzimidazol-5-yl)boranediol CN1C=NC2=C1C=CC(=C2)B(O)O